O1C(OCC1)C1=CC=C(C=C1)C1=CC(=NN1)C1=C(C(=O)NCCC2=NC=CC=C2)C=CC=C1 2-{5-[4-(1,3-Dioxolan-2-yl)phenyl]-1H-pyrazol-3-yl}-N-[2-(pyridin-2-yl)ethyl]benzamide